1-benzyl-2-(dibenzylamino)-9-((2R,3R,4R,5R)-4-hydroxy-5-(hydroxymethyl)-3-methoxytetrahydrofuran-2-yl)-1,9-dihydro-6H-purin-6-one C(C1=CC=CC=C1)N1C(=NC=2N(C=NC2C1=O)[C@@H]1O[C@@H]([C@H]([C@H]1OC)O)CO)N(CC1=CC=CC=C1)CC1=CC=CC=C1